O.[W].[Bi].[Fe].[Sm] samarium-iron-bismuth-tungsten (hydrogen) oxide